C(CCCCCCCCCCC)N(CC(=O)N1CCN(CC1)CCN(CCCCCCCCCCCC)CCN(CCCCCCCCCCCC)CCCCCCCCCCCC)CCCCCCCCCCCC 2-(didodecylamino)-1-(4-(2-((2-(didodecylamino)ethyl)(dodecyl)amino)ethyl)piperazin-1-yl)ethan-1-one